Aminophenoxybiphenyl NC=1C(=C(C=CC1)C1=CC=CC=C1)OC1=CC=CC=C1